N-(2-((2R,3S)-1,2-dimethylpiperidin-3-yl)-5-fluorothieno[2,3-b]pyridin-4-yl)-4,6-difluorobenzo[d]thiazol-5-amine CN1[C@@H]([C@H](CCC1)C1=CC=2C(=NC=C(C2NC=2C(=CC3=C(N=CS3)C2F)F)F)S1)C